ClC1=CC=2C3=C(NC2C=C1)CCN(C3)C 8-chloro-2-methyl-2,3,4,5-tetrahydro-1H-pyrido[4,3-b]indole